dimethylamino-2,3-dichloropropane hydrochloride Cl.CN(C)CC(CCl)Cl